3,3,3-Trifluoro-2,2-dimethylpropane-1-amine hydrochloride Cl.FC(C(CN)(C)C)(F)F